N1=C(C=CC=C1)N1NC(CC1)=O pyridyl-pyrazolidone